3-(glycidoxy)propylmethyldimethoxysilane C(C1CO1)OCCC[Si](OC)(OC)C